(S)-1-Methyl-N-tetradecylpiperazine-2-carboxamide CN1[C@@H](CNCC1)C(=O)NCCCCCCCCCCCCCC